3-phenylimidazo[1,5-a]pyridine-1-nitrile C1(=CC=CC=C1)C1=NC(=C2N1C=CC=C2)C#N